FC(OC[C@@H](C1=CC(=CC=C1)OC(F)F)NC(C[C@@](C)(O)C1(CC1)F)=O)F (R)-N-((R)-2-(Difluoromethoxy)-1-(3-(difluoromethoxy)phenyl)ethyl)-3-(1-fluorocyclopropyl)-3-hydroxybutanamid